(S)-N-(2,4-dichloro-3-fluoro-benzyl)-5-fluoro-8-oxo-5,6,7,8-tetrahydro-quinoline-5-carboxamide ClC1=C(CNC(=O)[C@]2(C=3C=CC=NC3C(CC2)=O)F)C=CC(=C1F)Cl